COC(C1=CC=C(C(=C1)Cl)Cl)=O 4,5-dichlorobenzoic acid methyl ester